ClC=1C=CC(=C(C1)O)C1=C2C(=C(N=N1)NCC(C)(C)OC)C=NC=C2 5-chloro-2-(4-((2-methoxy-2-methylpropyl)amino)pyrido[3,4-d]pyridazin-1-yl)phenol